N-(2-hydroxypropyl)methyl-propyl-amide OC(C[N-]C(CC)C)C